COC(=O)C1=CC=2C=3C(C(=NC2C=C1)N)=NSN3 4-Amino-[1,2,5]thiadiazolo[3,4-C]quinoline-8-carboxylic acid methyl ester